C(C)(C)(C)OC(=O)N[C@@H]1C[C@H](CC1)NC1=NC=C(C(=N1)C1=CNC2=CC(=CC=C12)C(=O)OC)C(F)(F)F methyl 3-(2-(((1S,3S)-3-((tert-butoxycarbonyl) amino) cyclopentyl) amino)-5-(trifluoromethyl) pyrimidin-4-yl)-1H-indole-6-carboxylate